FC(CC)(F)C1=CC=C(C=N1)C1=C(C(=O)O)C=C(C=C1)NC(=O)C1(CC1)C1=CC=C(C=C1)C(F)(F)F 2-[6-(1,1-Difluoropropyl)pyridin-3-yl]-5-[({1-[4-(trifluoromethyl)phenyl]cyclopropyl}carbonyl)amino]benzoic acid